N-[γ-maleimidobutyryloxy]succinimide ethyl-1-(1-(tert-butoxy)-2-methyl-1-oxopropan-2-yl)-4-(3-fluoro-5-(trifluoromethyl)benzamido)-1H-pyrrole-2-carboxylate C(C)OC(=O)C=1N(C=C(C1)NC(C1=CC(=CC(=C1)C(F)(F)F)F)=O)C(C(=O)OC(C)(C)C)(C)C.C1(C=CC(N1CCCC(=O)ON1C(CCC1=O)=O)=O)=O